OC(C)(C)[C@H]1N(CC1)C=O [(S)-2-(1-hydroxy-1-methyl-ethyl)-azetidin-1-yl]-methanone